tris(2-isocyanatoethyl)hexane tert-butyl-(N-(piperidin-4-yl)carbamate) C(C)(C)(C)N(C(O)=O)C1CCNCC1.N(=C=O)CCC(CCCCC)(CCN=C=O)CCN=C=O